[Al].[Ti] titanium aluminum salt